(3ar,5s,6as)-5-(3-(pyrimidin-4-yl)phenoxy)hexahydrocyclopenta[c]pyrrole-2(1H)-carboxylic acid tert-butyl ester C(C)(C)(C)OC(=O)N1C[C@@H]2[C@H](C1)CC(C2)OC2=CC(=CC=C2)C2=NC=NC=C2